2-benzenesulfonyl-1-(4-bromophenyl)ethanone C1(=CC=CC=C1)S(=O)(=O)CC(=O)C1=CC=C(C=C1)Br